(R)-1-(5-chloro-3-methylpyridin-2-yl)-4-(4-chlorobenzyl)-3-(oxetan-3-yl)piperazine-2,5-dione ClC=1C=C(C(=NC1)N1C([C@H](N(C(C1)=O)CC1=CC=C(C=C1)Cl)C1COC1)=O)C